N-methyl-5-(morpholin-4-yl)-N-(1,3-thiazol-2-yl)pentanamide CN(C(CCCCN1CCOCC1)=O)C=1SC=CN1